6-(1-tert-butyl-1H-pyrazol-4-yl)pyrazolo[1,5-a]pyridine-3-carbonitrile C(C)(C)(C)N1N=CC(=C1)C=1C=CC=2N(C1)N=CC2C#N